(1S)-1-(6-methyl-(2-pyridinyl))-ethylamine CC1=CC=CC(=N1)[C@H](C)N